C(C)(C)(C)OC(NCCC1=CC=C(C=C1)N(CCOC)CC)=O 4-(Ethyl-(2-methoxyethyl)amino)phenethylcarbamic acid tert-butyl ester